S-(7-(methyl (4-phenylthiazol-2-yl)amino)-7-oxoheptyl) 2-methyl-propanethioate CC(C(SCCCCCCC(=O)N(C=1SC=C(N1)C1=CC=CC=C1)C)=O)C